BrC1=CC(=C(C(=C1)F)C1C(NC(CC1)=O)=O)F 3-(4-bromo-2,6-difluoro-phenyl)piperidine-2,6-dione